N-ethyl-1H-tetrazole C(C)N1N=NN=C1